ClC1=C(N)C=CC(=C1)Br 2-Chloro-4-bromoaniline